3,11-diethyl-7-methoxy-6,8-dioxa-3,4,5,9,10,11-hexaazatridec-4,9-diene 4,10-dioxide C(C)N(CC)[N+](=NOC(ON=[N+](N(CC)CC)[O-])OC)[O-]